C(C)(C)(C)OC(=O)N1CCC(CC1)C1=CC(=CC=C1)N 4-(3-amino-phenyl)-piperidine-1-carboxylic acid tert-butyl ester